(E)-4-(3-(4-(2,2-difluorobenzo[d][1,3]dioxole-5-carbonyl)piperazin-1-yl)-3-oxoprop-1-en-1-yl)benzonitrile FC1(OC2=C(O1)C=CC(=C2)C(=O)N2CCN(CC2)C(/C=C/C2=CC=C(C#N)C=C2)=O)F